C(C)(=O)NC=1SC(=CN1)CN1CCN(CC1)CC(=O)NC1=NC(=CC=C1)C 2-(4-((2-acetamidothiazol-5-yl)methyl)piperazin-1-yl)-N-(6-methylpyridin-2-yl)acetamide